(S,2R)-2-(((tert-butyldimethylsilyl)oxy)methyl)-2-methyl-N'-(tricyclo[6.2.0.03,6]deca-1,3(6),7-trien-2-ylcarbamoyl)-N-trityl-2,3-dihydropyrazolo[5,1-b]oxazole-7-sulfonimidamide [Si](C)(C)(C(C)(C)C)OC[C@]1(CN2C(O1)=C(C=N2)[S@@](=O)(NC(C2=CC=CC=C2)(C2=CC=CC=C2)C2=CC=CC=C2)=NC(NC2=C1CCC1=CC=1CCC21)=O)C